3-cyclopropyl-N-(1,3-diazinan-2-ylidene)-4-{[3-(isopropylcarbamoyl)phenyl]amino}benzamide C1(CC1)C=1C=C(C(=O)N=C2NCCCN2)C=CC1NC1=CC(=CC=C1)C(NC(C)C)=O